(2R)-N-((S or R)-(3-chloro-2,4-difluorophenyl)(2-(difluoromethoxy)pyrimidin-5-yl)methyl)-2-methyl-3-oxopiperazine-1-carboxamide ClC=1C(=C(C=CC1F)[C@@H](NC(=O)N1[C@@H](C(NCC1)=O)C)C=1C=NC(=NC1)OC(F)F)F |o1:8|